C1(CC1)NC(CC)C=1C(=C(C#N)C=CC1)F 3-[1-(cyclopropylamino)propyl]-2-fluorobenzonitrile